acetylcholine-d9 chloride [2H]C([2H])([2H])[N+](CCOC(=O)C)(C([2H])([2H])[2H])C([2H])([2H])[2H].[Cl-]